ClC=1C(=NC=C(C1)C(F)(F)F)CCNC(C1=C(C=CC=C1Cl)Cl)=O N-{[3-chloro-5-(trifluoromethyl)-2-pyridinyl]-ethyl}-2,6-dichlorobenzamide